ClC=1C=CC(=NC1)NC([C@H](C)N1C[C@@H](CCC1)C1=CN(C(C=C1)=O)C)=O (S)-N-(5-chloropyridin-2-yl)-2-((S)-3-(1-methyl-6-oxo-1,6-dihydropyridin-3-yl)piperidin-1-yl)propanamide